ClC1=CC=C(C=C1)N1CCC=2C=C(N=CC2C1)C(=O)O 7-(4-chlorophenyl)-5,6,7,8-tetrahydro-2,7-naphthyridine-3-carboxylic acid